The molecule is an organic cation that is the conjugate acid of 5-O-beta-D-mycaminosyltylactone, obtained by protonation of the tertiary amino group; major species at pH 7.3. It is an organic cation and an ammonium ion derivative. It is a conjugate acid of a 5-O-beta-D-mycaminosyltylactone. CC[C@H]1C[C@H](C(=O)/C=C/C(=C/[C@@H]([C@H](OC(=O)C[C@H]([C@@H]([C@H]1O[C@H]2[C@@H]([C@H]([C@@H]([C@H](O2)C)O)[NH+](C)C)O)C)O)CC)C)/C)C